P(=O)(O)OP(=O)O.OC.OC bis(hydroxymethane) diphosphonate